ClC1=CC(N(C=N1)CC1(C(CNCC1)(C)C)O)=O 6-chloro-3-((4-hydroxy-3,3-dimethylpiperidin-4-yl)methyl)pyrimidin-4(3H)-one